Trimethoxysilyl-styrene CO[Si](OC)(OC)C=CC1=CC=CC=C1